N-cyclopropyl-2-fluoro-5-(4-(5-(((3R,4S)-3-fluoropiperidin-4-yl)amino)pyridin-3-yl)-1H-1,2,3-triazol-1-yl)-4-methylbenzamide C1(CC1)NC(C1=C(C=C(C(=C1)N1N=NC(=C1)C=1C=NC=C(C1)N[C@@H]1[C@@H](CNCC1)F)C)F)=O